C1(CC1)C1=CC(=NN1)NC1=NC(=NC=C1)N(C1CCC(CC1)NC(=O)C1=NN2C(C=CC=C2)=N1)C N-((1R,4R)-4-((4-((5-cyclopropyl-1H-pyrazol-3-yl)amino)pyrimidin-2-yl)(methyl)amino)cyclohexyl)-[1,2,4]triazolo[1,5-a]pyridine-2-carboxamide